O1CCC(CC1)NC(=O)C=1N=NC=CC1 N-tetrahydropyran-4-yl-pyridazine-3-carboxamide